O=C1CC(N(C2=C(N1)C1=CC=CC=C1C=C2)CCCCNC(C2=C(C(=CC=C2)OC)Cl)=O)=O N-[4-(2,4-dioxo-1,2,3,4-tetrahydronaphtho[1,2-b][1,4]diazepin-5-yl)butyl]-2-Chloro-3-methoxybenzamide